4-((tert-butoxycarbonyl)amino)butan C(C)(C)(C)OC(=O)NCCCC